O=C1N(CCC(N1)=O)C=1C=C(C(=NC1)N1CC2(C1)CCC(CC2)C=2C(=C(C=C(C2)F)N2N=CC(=C2)C(=O)OC(C)(C)C)C)C tert-butyl 1-(3-(2-(5-(2,4-dioxotetrahydropyrimidin-1(2H)-yl)-3-methylpyridin-2-yl)-2-azaspiro[3.5]nonan-7-yl)-5-fluoro-2-methylphenyl)-1H-pyrazole-4-carboxylate